(37S,46S,49S)-37-(((benzyloxy)carbonyl)amino)-46-isopropyl-49-methyl-31,38,41,44,47-pentaoxo-2,5,8,11,14,17,20,23,26,29-decaoxa-32,39,42,45,48-pentaazapentacontan-50-oic acid C(C1=CC=CC=C1)OC(=O)N[C@@H](CCCCNC(COCCOCCOCCOCCOCCOCCOCCOCCOCCOC)=O)C(NCC(NCC(N[C@H](C(N[C@H](C(=O)O)C)=O)C(C)C)=O)=O)=O